FC1=C(C=O)C=CC(=C1)C=1SC=CN1 2-fluoro-4-(thiazol-2-yl)benzaldehyde